α-2-ethylhexylstyrene CCC(CCCCC)C=CC1=CC=CC=C1